tert-Butyl N-{[rac-(2S,4S)-2-methyltetrahydropyran-4-yl]carbamothioyl}carbamate C[C@@H]1OCC[C@@H](C1)NC(=S)NC(OC(C)(C)C)=O |r|